(S)-4-amino-1-((1-(but-2-ynyl)pyrrolidin-2-yl)methyl)-3-(4-phenoxyphenyl)-1H-imidazo[4,5-c]pyridin-2(3H)-one NC1=NC=CC2=C1N(C(N2C[C@H]2N(CCC2)CC#CC)=O)C2=CC=C(C=C2)OC2=CC=CC=C2